7-chloro-1-(4-fluoro-2-methylphenyl)-3-(6-methoxy-2-methylpyridin-3-yl)-4-oxo-1,2,3,4-tetra-hydroquinazoline-6-carbonitrile ClC1=C(C=C2C(N(CN(C2=C1)C1=C(C=C(C=C1)F)C)C=1C(=NC(=CC1)OC)C)=O)C#N